1-(2-(4-[18F]-fluoroethoxy-3-methoxyphenyl)ethyl)-4-(3-phenylpropyl)piperazine [18F]CCOC1=C(C=C(C=C1)CCN1CCN(CC1)CCCC1=CC=CC=C1)OC